Tert-butyl ((1S)-2-((4-(2,4-dimethylpyridin-3-yl)-3-fluorophenyl)amino)-1-((1r,4S)-4-methylcyclohexyl)-2-oxoethyl)carbamate CC1=NC=CC(=C1C1=C(C=C(C=C1)NC([C@H](C1CCC(CC1)C)NC(OC(C)(C)C)=O)=O)F)C